N(=[N+]=[N-])CC=1C(=C(C(=O)NC2=CC=C(C=C2)C2=NN(C(=C2)NC(C2=C(C=CC=C2)Cl)=O)C)C=CC1)Cl 3-(azidomethyl)-2-chloro-N-(4-(5-(2-chlorobenzamido)-1-methyl-1H-pyrazol-3-yl)phenyl)benzamide